PARA-TERT-BUTYL-CYCLOHEXYL ACETATE C(C)(=O)OC1CCC(CC1)C(C)(C)C